4-((4-(4-carbamoyl-1H-1,2,3-triazol-1-yl)-2,6-difluorobenzyl)oxy)phenyl sulfurofluoridate S(OC1=CC=C(C=C1)OCC1=C(C=C(C=C1F)N1N=NC(=C1)C(N)=O)F)(=O)(=O)F